C(C)OCOC1=C(C(=CC(=C1)C(C)(CCCCCC)C)OCOCC)C1CCCC(=C1)C 2',6'-bis(ethoxymethoxy)-5-methyl-4'-(2-methyloctan-2-yl)-1,2,3,4-tetrahydro-1,1'-biphenyl